O1C=C(C2=C1C=CC=C2)C[C@H](NC(CC=2C=CN1CC3(CC(C21)=O)CC3)=O)B(O)O (R)-(2-(benzofuran-3-yl)-1-(2-(8'-oxo-7',8'-dihydro-5'H-spiro[cyclopropane-1,6'-indolizine]-1'-yl)acetamido)ethyl)boronic acid